(2S)-ethyl 2-((tetrahydro-2H-pyran-2-yl)oxy)propanoate O1C(CCCC1)O[C@H](C(=O)OCC)C